C(C=1C(C(=O)[O-])=CC(C(=O)[O-])=CC1)(=O)OCCCCCCCCCCCCOC(C=1C(C(=O)[O-])=CC(C(=O)[O-])=CC1)=O dodecamethylene bistrimellitate